CN(S(=O)(=O)C=1C=CC(=C(C(=O)NC=2SC(=CN2)C)C1)N1CCCC1)C 5-[(Dimethylamino)sulfonyl]-N-(5-methyl-2-thiazolyl)-2-(1-pyrrolidinyl)benzamide